(25R)-cholest-5-en-26-oic acid C([C@H](C)CCC[C@@H](C)[C@H]1CC[C@H]2[C@@H]3CC=C4CCCC[C@]4(C)[C@H]3CC[C@]12C)(=O)O